2-octylmalonic acid lithium salt [Li+].C(CCCCCCC)C(C(=O)[O-])C(=O)[O-].[Li+]